C1(CC1)C=1N=NN(C1)[C@H](C(=O)N1[C@@H](C[C@H](C1)O)C(=O)NC1CN(C(C1)=O)C1=CC=C(C=C1)OC1=CC=CC=C1)C(C)(C)C (2S,4r)-1-[(2S)-2-(4-cyclopropyl-triazol-1-yl)-3,3-dimethyl-butyryl]-4-hydroxy-N-[5-oxo-1-(4-phenoxyphenyl)pyrrolidin-3-yl]pyrrolidine-2-carboxamide